3-Allylsulfanyl-2-chloro-4-methylsulfonylbenzoic acid C(C=C)SC=1C(=C(C(=O)O)C=CC1S(=O)(=O)C)Cl